ClC1=C(C=C(C=C1)F)C1NC(C2=CC(=CC(=C12)NC(C1=CC(=CC(=C1)C(F)(F)F)F)=O)C(=O)OC)=O Methyl 1-(2-chloro-5-fluorophenyl)-7-(3-fluoro-5-(trifluoromethyl)benzamido)-3-oxoisoindoline-5-carboxylate